ClC1=C(C(=CC=C1)Cl)C=1N=C2C=3C=C(C=NC3C=CN2C1C(C)O)C=1C=NN(C1)[C@@H]1CN(CC1)C(CO)=O 1-((3S)-3-(4-(2-(2,6-Dichlorophenyl)-3-(1-hydroxyethyl)imidazo[2,1-f][1,6]naphthyridin-9-yl)-1H-pyrazol-1-yl)pyrrolidin-1-yl)-2-hydroxyethan-1-one